Tert-butyl 2-((((S)-4-methyl-1-oxo-1-(((S)-1-oxo-3-((R)-2-oxopyrrolidin-3-yl)propan-2-yl)amino)pentan-2-yl)carbamoyl)oxy)-6-azaspiro[3.4]octane-6-carboxylate CC(C[C@@H](C(N[C@H](C=O)C[C@@H]1C(NCC1)=O)=O)NC(=O)OC1CC2(C1)CN(CC2)C(=O)OC(C)(C)C)C